2-chloro-4-[(2-cyclopentylethyl)amino]pyrimidin-5-carboxamide ClC1=NC=C(C(=N1)NCCC1CCCC1)C(=O)N